Cl.NC1(CCOCC1)C(=O)NC1(CC1)C=1C=CC(=NC1)C(=O)OC Methyl 5-[1-[(4-aminotetrahydropyran-4-carbonyl)amino]cyclopropyl]pyridine-2-carboxylate, hydrochloride